C(C([2H])([2H])[2H])(=O)NC1=NC=C(C(=C1)NC(OC(C)(C)C)=O)C=1N=NC(=CC1)OC tert-butyl (2-(acetamido-2,2,2-d3)-5-(6-methoxypyridazin-3-yl)pyridin-4-yl)carbamate